C(C)OC(=O)C1=CC2=C(N=C(S2)Br)C(=C1)F 2-bromo-4-fluorobenzo[d]Thiazole-6-carboxylic acid ethyl ester